FC=1C=C(C=C(C1C=O)OC)C=1C(=C(C=CC1)C1=C(C(=CC=C1)NC(=O)C=1C(N(C=CC1)C)=O)C)C N-(3''-fluoro-4''-formyl-5''-methoxy-2,2'-dimethyl-[1,1':3',1''-terphenyl]-3-yl)-1-methyl-2-oxo-1,2-dihydropyridine-3-carboxamide